BrC1=CC2=C(C=C1)CSC1=C2N(N=C1C(=O)O)C1=NC=CC=C1 8-bromo-1-(2-pyridyl)-5H-isothiochromeno[4,3-c]pyrazole-3-carboxylic acid